1,2,4-Triazol-3,5-diamin N=1N=C(NC1N)N